3-((4-(4-chlorobenzyl)-5-oxo-1,2,4,5,8,9-hexahydroimidazo[1,2-a]pyrido[3,4-e]pyrimidin-7(6H)yl)methyl)benzonitrile ClC1=CC=C(CN2C=3N(C4=C(C2=O)CN(CC4)CC=4C=C(C#N)C=CC4)CCN3)C=C1